2-(4-carboxy-2-fluorophenyl)pyrazolo[1,5-a]pyrimidine-3-carboxylic acid C(=O)(O)C1=CC(=C(C=C1)C1=NN2C(N=CC=C2)=C1C(=O)O)F